ClC=1C(N(N=CC1NC[C@@H]1COCCC1)C1CCN(CC1)S(=O)(=O)C1=CC(=C(C=C1)N(C)C)C)=O (R)-4-chloro-2-(1-((4-(dimethylamino)-3-methylphenyl)sulfonyl)piperidin-4-yl)-5-(((tetrahydro-2H-pyran-3-yl)methyl)amino)pyridazin-3(2H)-one